[S-2].[S-2].[S-2].[S-2].[V+4].[V+4] vanadium(IV) tetrasulfide